COC([C@@H](N(Br)C(=O)OC(C)(C)C)CCO)=O Boc-bromohomoserine methyl ester